C(C(CC)O)O 1,2-butylene glycol